Isoquinoline-1-carboxaldehyde C1(=NC=CC2=CC=CC=C12)C=O